COC([C@@H](C)OC1=CC=C(C=C1)O)=O R-(+)-2-(4-hydroxyphenoxy)propionic acid methyl ester